2-bromo-5-chlorobenzo[b]thiophene BrC1=CC2=C(S1)C=CC(=C2)Cl